2-(2'-hydroxy-3',5'-dipentylphenyl)Benzotriazole tert-butyl-2-{[4-(cyanomethyl)-3-methylphenyl]amino}-5H,6H,7H,8H-pyrido[3,4-d]pyrimidine-7-carboxylate C(C)(C)(C)OC(=O)N1CC=2N=C(N=CC2CC1)NC1=CC(=C(C=C1)CC#N)C.OC(CC=1C=C(C=C(C1)N1N=C2C(=N1)C=CC=C2)CCCCC)CCC